3,5-dimethylpiperidinodisilane CC1CN(CC(C1)C)[SiH2][SiH3]